N1CC[C@H](CCC1)CNC1=NN(C(=C1)C1=CC(=C(C#N)C=C1)F)C1=CC=C(C=C1)N1CCC(CC1)OC 4-[3-({[(4S)-azepan-4-yl]methyl}amino)-1-[4-(4-methoxypiperidin-1-yl)phenyl]-1H-pyrazol-5-yl]-2-fluorobenzonitrile